2-Fluoro-3-(piperidin-4-yl)pyridine hydrochloride Cl.FC1=NC=CC=C1C1CCNCC1